C(C1=CC=CC=C1)OC(=O)N1C(C(NCC1)=O)C1CN(C1)C(C)C 1-isopropylazetidin-3-yl-3-oxopiperazine-1-carboxylic acid benzyl ester